2,10-dimethyl-4,8-di-t-butyl-6-(3,5-di-t-butyl-4-hydroxybenzoyloxy)-12H-dibenzo[d,g][1,3,2]dioxaphosphocin CC1=CC2=C(OP(OC3=C(C2)C=C(C=C3C(C)(C)C)C)OC(C3=CC(=C(C(=C3)C(C)(C)C)O)C(C)(C)C)=O)C(=C1)C(C)(C)C